chloromethyl-phenyl-silane ClC[SiH2]C1=CC=CC=C1